11,12-epoxy-eicosadienoic acid C(C=CC=CCCCCCC1C(CCCCCCCC)O1)(=O)O